N1=C(C=CC=C1)SSCCC(=O)O 3-(pyridin-2-yldisulfanyl)propanoic acid